CN1C(CN(CC1)CC(=O)O)=O.ClC1=C(C(=O)NC2=CC(=CC=C2)C(F)(F)F)C=C(C=N1)C(F)(F)F 2-chloro-5-(trifluoromethyl)-N-(3-(trifluoromethyl)phenyl)nicotinamide 4-methyl-3-oxopiperazin-1-ylacetate